tert-butyl (3S,4S)-3-fluoro-4-((7-methoxy-4-(1-methyl-3-phenyl-1H-pyrazol-4-yl)quinazolin-6-yl)oxy)piperidine-1-carboxylate F[C@H]1CN(CC[C@@H]1OC=1C=C2C(=NC=NC2=CC1OC)C=1C(=NN(C1)C)C1=CC=CC=C1)C(=O)OC(C)(C)C